2,5-dioxopyrrolidin-1-ylmethyl phthalate C(C=1C(C(=O)[O-])=CC=CC1)(=O)OCN1C(CCC1=O)=O